methyl N-((S)-4-acryloyl-5-methyl-1-oxa-4,9-diazaspiro[5.5]undecane-9-carbonyl)-N-methyl-L-valinate C(C=C)(=O)N1CCOC2([C@@H]1C)CCN(CC2)C(=O)N([C@@H](C(C)C)C(=O)OC)C